C[C@]12C[C@H]([C@@H](C=C1CC[C@@H]3[C@@H]2CC(=O)[C@]4([C@@]3(CC[C@@H]4C5=CC(=O)OC5)O)C)O[C@H]6[C@H]([C@H](CCO6)OC)O)O The molecule is a cardenolide glycoside that is carda-4,20(22)-dienolide substituted by hydroxy groups at positions 2 and 14, an oxo group at position 12 and a (4-deoxy-3-O-methyl-alpha-L-erythro-pentopyranosyl)oxy moiety at position 3 (the 2alpha,3beta stereoisomer). Isolated from from wood of Elaeodendron tangenala, it exhibits antiproliferative activity against A2780 human ovarian cancer cells. It has a role as a metabolite and an antineoplastic agent. It is a cardenolide glycoside and a monosaccharide derivative.